ClC1=C(C=CC(=C1)C(F)(F)F)NC(CN1C=2N(C(C=C1CC)=O)N=C(N2)C=2CCOCCC2)=O N-[2-chloro-4-(trifluoromethyl)phenyl]-2-[5-ethyl-7-oxo-2-(2,3,6,7-tetrahydrooxepin-4-yl)-[1,2,4]triazolo[1,5-a]pyrimidin-4-yl]acetamide